(2S,4R)-1-((S)-2-(4-cyclopropyl-1H-1,2,3-triazol-1-yl)-3,3-dimethylbutanoyl)-4-hydroxy-N-isopropylpyrrolidine-2-carboxamide C1(CC1)C=1N=NN(C1)[C@H](C(=O)N1[C@@H](C[C@H](C1)O)C(=O)NC(C)C)C(C)(C)C